The molecule is a tetrol that is 2-aminoicosane with the four hydroxy substituents located at position 1, 3, 4 and 5. It has a role as a plant metabolite. It is an amino alcohol and a tetrol. It derives from a hydride of an icosane. CCCCCCCCCCCCCCCC(C(C(C(CO)N)O)O)O